O=C1N(C(C=C1)=O)CCC(NCCOCCOCCOCCOCCOCCOCCOCCOCCOCCOCCOCCOCCC(N(CCSSCCN(C(=O)C=1N=CSC1)C)C)=O)=O N-(50-(2,5-dioxo-2,5-dihydro-1H-pyrrol-1-yl)-7-methyl-8,48-dioxo-11,14,17,20,23,26,29,32,35,38,41,44-dodecaoxa-3,4-dithia-7,47-diazapentacontyl)-N-methylthiazole-4-carboxamide